FC1[C@H]2C(N[C@@H]([C@@H]12)COC1=NC=CC2=CC(=C(C=C12)OC)C(=O)N)=O 1-{[(1s,2s,5r)-6-fluoro-4-oxo-3-azabicyclo[3.1.0]hex-2-yl]methoxy}-7-methoxyisoquinoline-6-carboxamide